3-(ethylsulfonyl)-7-(trifluoromethyl)imidazo[1,2-a]pyridine-2-carboxamide C(C)S(=O)(=O)C1=C(N=C2N1C=CC(=C2)C(F)(F)F)C(=O)N